N-((1,3-dioxolan-2-yl)methyl)-2-chloro-N-cyclopropyl-5-(1-(2,6-dichloro-4-(perfluoropropan-2-yl)phenyl)-1H-pyrazol-4-yl)nicotinamide O1C(OCC1)CN(C(C1=C(N=CC(=C1)C=1C=NN(C1)C1=C(C=C(C=C1Cl)C(C(F)(F)F)(C(F)(F)F)F)Cl)Cl)=O)C1CC1